C(C)(C)(C)OC(=O)N1CC(OCC1)CN1C=CC2=C1N=NC(=C2)Cl.ClCC2CCN(CC2)C2=CC=NC=C2 4-(4-(chloromethyl)piperidin-1-yl)pyridine tert-butyl-2-({3-chloro-7H-pyrrolo[2,3-c]pyridazin-7-yl}methyl)morpholine-4-carboxylate